7-methyl-1H-indene-2-carboxamide CC=1C=CC=C2C=C(CC12)C(=O)N